(1r,3r)-3-((1-((benzyloxy)methyl)cyclopropyl)sulfonyl)cyclobutan-1-ol C(C1=CC=CC=C1)OCC1(CC1)S(=O)(=O)C1CC(C1)O